(R)-3-Fluoro-1,4,5-trimethyl-1,5,6,7-tetrahydro-2H-pyrrolo[3,4-b]pyridin-2-one Hydrochloride Cl.FC1=C(C2=C(N(C1=O)C)CN[C@@H]2C)C